CN1N=CC(=C1)C1=NN=C(O1)C(=O)N1[C@@H](C2=C(CC1)NC=N2)C2=NN1C(C=CC=C1C(F)(F)F)=C2 (S)-(5-(1-methyl-1H-pyrazol-4-yl)-1,3,4-oxadiazol-2-yl)(4-(7-(trifluoromethyl)pyrazolo[1,5-a]pyridin-2-yl)-6,7-dihydro-1H-imidazo[4,5-c]pyridin-5(4H)-yl)methanone